CN(C)CC1=C(C=CC(=N1)NC=1C2=C(C(=NC1)C1=C3C(=NC=C1)N(C=C3)C)CNC2=O)O[C@H]2COCC2 (R)-7-((6-((dimethyl-amino)methyl)-5-((tetrahydrofuran-3-yl)oxy)pyridin-2-yl)amino)-4-(1-methyl-1H-pyrrolo[2,3-b]pyridin-4-yl)-2,3-dihydro-1H-pyrrolo[3,4-c]pyridin-1-one